[[(5S,7S)-7-fluoro-5-phenyl-6,7-dihydro-5H-pyrrolo[1,2-b][1,2,4]triazol-2-yl]sulfonyl]cyclobutanecarbonitrile F[C@H]1C[C@H](N2N=C(N=C21)S(=O)(=O)C2(CCC2)C#N)C2=CC=CC=C2